2-(4-((4-(4-Fluorophenyl)-5-oxo-4,5-dihydro-1H-1,2,4-triazol-1-yl)meth-yl)-2,6-dimethylphenoxy)-2-methyl-propionic acid FC1=CC=C(C=C1)N1C=NN(C1=O)CC1=CC(=C(OC(C(=O)O)(C)C)C(=C1)C)C